FC1(CCC1)CNCC=1C=CC=2N(C1)C=C(N2)CNC(=O)C=2N=C1N(C(C2)=O)C=CC=C1 N-{[6-({[(1-fluorocyclobutyl)methyl]amino}methyl)imidazo[1,2-a]pyridin-2-yl]methyl}-4-oxo-4H-pyrido[1,2-a]pyrimidine-2-carboxamide